ClC=1C=CC(=C(C1)C1=CC(N(C=C1OC)C(C(=O)NC1=CC=C(C=C1)P(=O)(CC)CC)CC1=CC=CC=C1)=O)N1N=NC(=C1)Cl 2-(4-(5-chloro-2-(4-chloro-1H-1,2,3-triazol-1-yl)phenyl)-5-methoxy-2-oxopyridin-1(2H)-yl)-N-(4-(diethylphosphoryl)phenyl)-3-phenylpropionamide